1-(tert-butoxycarbonyl)-3-methoxypyrrolidine-3-carboxylic acid C(C)(C)(C)OC(=O)N1CC(CC1)(C(=O)O)OC